C(C1=CC=CC=C1)N1C=NC2=C1C=C(C(=C2)OCCOCCOCCOC)OCCOCCOCCOC 1-benzyl-5,6-bis(2-(2-(2-methoxyethoxy)ethoxy)ethoxy)-1H-benzo[d]imidazole